C1(CCCC1)NC1=CC=C(C=C1)C1C(CC2C(N1C(=O)C1CCOCC1)CCC2)C(=O)NC2=CC(=C(C=C2)C)C(F)(F)F cis-2-(4-(cyclopentylamino)phenyl)-N-(4-methyl-3-(trifluoromethyl)phenyl)-1-(tetrahydro-2H-pyran-4-carbonyl)octahydro-1H-cyclopenta[b]pyridine-3-carboxamide